N-(4-Chlorobenzyl)-6-((1-(N-(2-hydroxyethyl)sulfamoyl)cyclopropyl)methyl)-1-methyl-7-oxo-4,5,6,7-tetrahydro-1H-pyrazolo[3,4-c]pyridine-3-carboxamide ClC1=CC=C(CNC(=O)C2=NN(C=3C(N(CCC32)CC3(CC3)S(NCCO)(=O)=O)=O)C)C=C1